4-((benzyloxy)methyl)cyclopentane-1,2-diol C(C1=CC=CC=C1)OCC1CC(C(C1)O)O